3-fluoro-5-(((1S,2aR)-1,3,3,4,4-pentafluoro-2a-hydroxy-2,2a,3,4-tetrahydro-1H-cyclopenta[cd]inden-7-yl-1-d)oxy)benzonitrile-2,4,6-d3 FC1=C(C(C#N)=C(C(=C1[2H])OC1=CC=C2C=3[C@](C[C@](C13)([2H])F)(C(C2(F)F)(F)F)O)[2H])[2H]